The molecule is an organic heterotricyclic compound that is 9H-imidazo[1,2-a]benzimidazole which is substituted at positions 2, 3, and 9 by phenyl, 2,3-dimethoxycinnamoyl, and methyl groups, respectively. It is a potent activator of osteoblast differentiation. It has a role as an osteogenesis regulator. It is a benzenoid aromatic compound, an organic heterotricyclic compound and an aromatic ether. CN1C2=CC=CC=C2N3C1=NC(=C3C(=O)/C=C/C4=C(C(=CC=C4)OC)OC)C5=CC=CC=C5